COC(C1=C(C(=CC(=C1)OC(CO)(C)C)C=1SC(=CN1)C)F)=O 2-fluoro-5-((1-hydroxy-2-methylpropan-2-yl)oxy)-3-(5-methylthiazol-2-yl)benzoic acid methyl ester